ClC=1C=C(C=CC1C=1C(=CC=C2C=CN=C(C12)O)F)[C@H](CO)NC(=O)NC=1N=C(SC1)C#C 1-((1R)-1-(3-chloro-4-(7-fluoro-1-hydroxyisoquinolin-8-yl)phenyl)-2-hydroxyethyl)-3-(2-ethynyl-Thiazol-4-yl)urea